N[C@H](C(=O)O)CCN(CC=1SC=C(C1)C1=CC=CC=C1)CC1=C(C=CC=C1)OCC1=CC(=CC=C1)C (S)-2-amino-4-((2-((3-methylbenzyl)oxy)benzyl)((4-phenylthiophen-2-yl)methyl)amino)butanoic acid